1-(1,1,2,2-tetrafluoroethyl oxy)-ethylene carbonate C1(OC(CO1)OC(C(F)F)(F)F)=O